N-(4-hydroxynaphthalen-1-yl)methanesulfonamide OC1=CC=C(C2=CC=CC=C12)NS(=O)(=O)C